4-((1R,5S)-3,8-diazabicyclo[3.2.1]octan-3-yl)-8-fluoro-2-((2-fluorotetrahydro-1H-pyrrolizin-7a(5H)-yl)methoxy)-7-(5-methyl-1H-indazol-4-yl)pyrido[4,3-d]pyrimidine [C@H]12CN(C[C@H](CC1)N2)C=2C1=C(N=C(N2)OCC23CCCN3CC(C2)F)C(=C(N=C1)C1=C2C=NNC2=CC=C1C)F